N-methyl-1-{4-[1-methyl-1-((S)-S-methylsulfonimidoyl)ethyl]-6-[(3R)-3-methylmorpholin-4-yl]pyrimidin-2-yl}-1H-benzimidazol-2-amine CNC1=NC2=C(N1C1=NC(=CC(=N1)C(C)([S@](=O)(=N)C)C)N1[C@@H](COCC1)C)C=CC=C2